FCC12C=C(CC(C=C1)(O2)CF)C2=CC(=C(C=C2)NC(=O)C=2N(C=C(N2)C#N)COCC[Si](C)(C)C)C2=CCC(CC2)(C)C N-[4-[1,5-bis(fluoromethyl)-8-oxabicyclo[3.2.1]octa-2,6-dien-3-yl]-2-(4,4-dimethylcyclohexen-1-yl)phenyl]-4-cyano-1-(2-trimethylsilylethoxymethyl)imidazole-2-carboxamide